1-[2-(4-morpholinyl)ethyl]-3-(4-nitrophenyl)urea N1(CCOCC1)CCNC(=O)NC1=CC=C(C=C1)[N+](=O)[O-]